tert-Butyl methyl[2-(4-{4-[2-(trifluoromethoxy)ethoxy]phenyl}piperazin-1-yl)ethyl]carbamate CN(C(OC(C)(C)C)=O)CCN1CCN(CC1)C1=CC=C(C=C1)OCCOC(F)(F)F